diisopropyloxydibenzene C(C)(C)C1=CC=C(C=C1)OC1=CC=C(C=C1)C(C)C